4-{(3R)-4-[(2,2-difluorocyclobutyl)carbonyl]-3-methylpiperazin-1-yl}-2-(1-methyl-1H-pyrazol-4-yl)pyrimidine-5-carbonitrile FC1(C(CC1)C(=O)N1[C@@H](CN(CC1)C1=NC(=NC=C1C#N)C=1C=NN(C1)C)C)F